1,4-dioxan-2-yl-methanol O1C(COCC1)CO